N-(1-(azetidin-1-ylmethyl)cyclopropyl)-2-chloro-2-fluoro-2-phenylacetamide N1(CCC1)CC1(CC1)NC(C(C1=CC=CC=C1)(F)Cl)=O